[Fe+3].C(C)(C)(C)NN tertiary Butyl-Hydrazine iron (III)